C(C)C(CO)C(C(CO)C)CC 2,3-diethyl-4-methyl-1,5-pentanediol